O=C1NC(CCC1NC(=O)C=1C=NC=C(C(=O)OC(C)(C)C)C1)=O tert-butyl 5-((2,6-dioxopiperidin-3-yl)carbamoyl)nicotinate